C(C=C)(=O)N1C[C@@H](N(C[C@H]1C)C1=NC(N2C3=C(C=C(C=C13)C(F)(F)F)S(C[C@H](C2)OC)C2=CC(=C(C=C2)F)Cl)=O)C (S)-8-((2S,5R)-4-acryloyl-2,5-dimethylpiperazin-1-yl)-l-1-(3-chloro-4-fluorophenyl)-3-methoxy-10-(trifluoromethyl)-3,4-dihydro-2H,6H-[1,4]thiazepino[2,3,4-ij]quinazolin-6-one